C(C(C)C)C1=CC=C(CC(C(=O)O)=C)C=C1 (4-isobutylbenzyl)acrylic acid